C1(=CC=C(C=C1)CNC1=C2N=CN(C2=NC(=N1)N1C[C@@H](CC1)N)C(C)C)C1=CC=CC=C1 (R)-N-([1,1'-biphenyl]-4-ylmethyl)-2-(3-aminopyrrolidin-1-yl)-9-isopropyl-9H-purin-6-amine